2-(2-(2-methoxyethoxy)ethoxy)-8-methyl-11-(pentyloxy)triphenylene COCCOCCOC1=CC=2C3=CC(=CC=C3C3=C(C=CC=C3C2C=C1)C)OCCCCC